2-bromo-1-fluoro-4-(neopentyloxy)benzene BrC1=C(C=CC(=C1)OCC(C)(C)C)F